4-(4-methoxybenzyl)-5-oxo-4,5-dihydrothiophene COC1=CC=C(CC2C=CSC2=O)C=C1